tert-butyl N-[1-[4-[3-[[(4S)-8-chlorochroman-4-yl] carbamoyl amino]pyrazol-1-yl]phenyl]cyclopropyl]carbamate ClC=1C=CC=C2[C@H](CCOC12)NC(=O)NC1=NN(C=C1)C1=CC=C(C=C1)C1(CC1)NC(OC(C)(C)C)=O